N(=C=O)C1=C(C=CC=C1C(C)C)C(C)C 2-isocyanato-1,3-diisopropyl-benzene